FC(CN1N=CC(=C1)NC1=C2C(=NC=C1C(=O)NCCOC)SC(=C2)C2=CN=CS2)F 4-((1-(2,2-Difluoroethyl)-1H-pyrazol-4-yl)amino)-N-(2-methoxyethyl)-2-(thiazol-5-yl)thieno[2,3-b]pyridin-5-carboxamid